tert-butyl ((1-(3-fluorophenyl)-1H-1,2,4-triazol-5-yl)methyl)carbamate FC=1C=C(C=CC1)N1N=CN=C1CNC(OC(C)(C)C)=O